S1C=CC2=C1NC(=C2)C=O 6H-thieno{2,3-b}pyrrole-5-carbaldehyde